1-(2-hydroxyethyl)amino-2-nitro-4-[bis(2-hydroxyethyl)amino]benzene OCCNC1=C(C=C(C=C1)N(CCO)CCO)[N+](=O)[O-]